NC1=C(C=CC=C1)NC(\C=C\C1=CC(=CC=C1)S(=O)(=O)N1C=CC2=CC(=CC=C12)OC)=O (E)-N-(2-Aminophenyl)-3-(3-((5-methoxy-1H-indol-1-yl)sulfonyl)phenyl)acrylamide